FC=1C(=C2C(=NC(=NN2C1)NC1CCC(CC1)(C)O)OC)C1=CC=2N(C=C1)N=CC2C(=O)NC 5-(6-fluoro-2-(((1r,4r)-4-hydroxy-4-methylcyclohexyl)amino)-4-methoxypyrrolo[2,1-f][1,2,4]triazin-5-yl)-N-methylpyrazolo[1,5-a]pyridine-3-carboxamide